CC=1N=C(OC1C(=O)OCC)C1=NC=CC=N1 ethyl 4-methyl-2-(pyrimidin-2-yl)oxazole-5-carboxylate